ClC=1C=C(C=C(C1)B1OC(C(O1)(C)C)(C)C)B1OC(C(O1)(C)C)(C)C 2,2'-(5-chloro-1,3-phenylene)-bis[4,4,5,5-tetramethyl-1,3,2-dioxaborolane]